CN1N=CC(=C1)C=1N=C(C=2N(C1)N=CC2)N2CCC(CCC2)CNC(OC(C)(C)C)=O tert-Butyl ((1-(6-(1-methyl-1H-pyrazol-4-yl)pyrazolo[1,5-a]pyrazin-4-yl)azepan-4-yl)methyl)carbamate